ClC1=CC=CC2=C1C(=NO2)NS(=O)(=O)C2=CC=1CCCCC1C=C2 N-(4-chlorobenzo[d]isoxazol-3-yl)-5,6,7,8-tetrahydronaphthalene-2-sulfonamide